2,2-difluoro-1,3-bis(hydroxymethyl)-5,5-dimethylimidazolidin-4-one FC1(N(C(C(N1CO)=O)(C)C)CO)F